6,7-dimethoxy-2-methyl-N-[1-{5-[2-(tri-fluoromethoxy)-phenyl]thiophen-2-yl}ethyl]-quinazolin-4-amine COC=1C=C2C(=NC(=NC2=CC1OC)C)NC(C)C=1SC(=CC1)C1=C(C=CC=C1)OC(F)(F)F